C(CC=CCCC)[Si](OC)(OC)C 3-heptenylmethyldimethoxysilane